CC1=CC=CC=2CC(C3=CC(=CC=C3C12)Cl)C(F)(F)F 4-methyl-7-chloro-9-trifluoromethyl-9,10-dihydrophenanthrene